2,6-naphthalenedicarboxylate C1=C(C=CC2=CC(=CC=C12)C(=O)[O-])C(=O)[O-]